ClC=1C=2C(N=C3N(C2C=CC1)C1=CC=C(C=C1C3(C)C)C3CCN(CC3)C(=O)C3CCN(CC3)C3CC1(C3)CCN(CC1)C(=O)[O-])=O 2-(4-(4-(4-chloro-7,7-dimethyl-5-oxo-5,7-dihydroindolo[1,2-a]quinazolin-9-yl)piperidine-1-carbonyl)piperidin-1-yl)-7-azaspiro[3.5]nonane-7-carboxylate